C(C1=CC=CC=C1)OC1=CC=C(CN(C(OC(C)(C)C)=O)CCCO)C=C1 tert-butyl (4-(benzyloxy)benzyl)(3-hydroxypropyl)carbamate